NC1=NN(C=C1C=1C=C2CCNC(C2=CC1)=O)C=1C=CC(=C(C1)NC(C=C)=O)C(F)(F)F N-(5-(3-amino-4-(1-oxo-1,2,3,4-tetrahydroisoquinolin-6-yl)-1H-pyrazol-1-yl)-2-(trifluoromethyl)phenyl)acrylamide